O1COC2=C1C=CC(=C2)CC(C)N 1-(1,3-Benzodioxol-5-yl)propan-2-amine